N-(2-(6a,7,9,10-tetrahydropyrazino[1,2-a]thieno[4,3,2-de]quinolin-8(6H)-yl)ethyl)thiophene-2-carboxamide C1=CC=C2C=3C(CC4N(C13)CCN(C4)CCNC(=O)C=4SC=CC4)=CS2